1,1-dimethylethyl 1,3-dihydro-5-(4-morpholinyl)-2H-isoindole-2-carboxylate N1(CCOCC1)C=1C=C2CN(CC2=CC1)C(=O)OC(C)(C)C